nickel-cobalt-cobalt oxide [Co]=O.[Co].[Ni]